(1R)-1-{5-[1-(2-chlorophenyl)ethyl]-1,2,4-oxadiazol-3-yl}-6-azaspiro[2.5]octane-6-sulfonamide ClC1=C(C=CC=C1)C(C)C1=NC(=NO1)[C@@H]1CC12CCN(CC2)S(=O)(=O)N